4-((5-formyl-2-(methylthio)pyrimidin-4-yl)amino)piperidine-1-carboxylic acid tert-butyl ester C(C)(C)(C)OC(=O)N1CCC(CC1)NC1=NC(=NC=C1C=O)SC